C(#N)C=1C2=C(SC1C(F)(F)P(OCC)(O)=O)C(=CC(=C2)C2=NN(C=N2)CC2=CC=C(C=C2)OC)OCCCS(N)(=O)=O ethyl hydrogen ((3-cyano-5-(1-(4-methoxybenzyl)-1H-1,2,4-triazol-3-yl)-7-(3-sulfamoylpropoxy)benzo[b]thiophen-2-yl)difluoromethyl)phosphonate